ClC1=C(C=C(OCC(=O)NNC(=O)N2CC(C2)NC(OC(C)(C)C)=O)C=C1)F tert-butyl (1-(2-(2-(4-chloro-3-fluorophenoxy)acetyl)hydrazinecarbonyl)azetidin-3-yl)carbamate